2',6'-bis(benzyloxy)-[3,3'-bipyridine] C(C1=CC=CC=C1)OC1=NC(=CC=C1C=1C=NC=CC1)OCC1=CC=CC=C1